(S)-2-((4-(cyclopropylmethoxy)-1-((5-methoxy-7-methyl-1H-indol-4-yl)methyl)-1,2,3,4-tetrahydroquinolin-7-yl)oxy)acetic acid C1(CC1)CO[C@H]1CCN(C2=CC(=CC=C12)OCC(=O)O)CC1=C2C=CNC2=C(C=C1OC)C